3-trifluoromethyl-2-cyclohexene FC(C1=CCCCC1)(F)F